CN1CCC(CC1)NC1=C2C=CN(C2=CC(=C1)C#N)CC(F)(F)F 4-[(1-methyl-4-piperidyl)amino]-1-(2,2,2-trifluoroethyl)indole-6-carbonitrile